C([C@@H]1[C@H]([C@@H]([C@H]([C@@H](O1)O[C@H]2[C@H](O[C@@H]([C@@H]([C@H]2O[C@@H]3[C@@H]([C@H]([C@@H]([C@H](O3)CO)O)O)O)O)O)CO)O)O)O)O The molecule is a branched trisaccharide in which the hydroxy groups at positions 3 and 4 have been converted into the corresponding alpha-D-glucopyranosyl and beta-D-glucopyranosyl derivatives, respectively. It derives from a beta-D-Glcp-(1->4)-alpha-D-Galp and an alpha-D-Glcp-(1->3)-alpha-D-Galp.